FC=1C=C2C(C[C@H]([C@@H](C2=CC1F)NC(=O)NC=1C=C(C(=NC1C1=CC=CC=C1)C=1C=NC(=CC1)CO)C)O)(C)C ((1R,2R)-6,7-difluoro-2-hydroxy-4,4-dimethyl-1,2,3,4-tetrahydronaphthalen-1-yl)-3-(6'-(hydroxymethyl)-3-methyl-6-phenyl-[2,3'-bipyridin]-5-yl)urea